N-Methoxy-N-methyl-2-((2-(((1s,4s)-4-((7-morpholino-1,6-naphthyridin-5-yl)oxy)cyclohexyl)amino)pyrimidin-5-yl)oxy)acetamide CON(C(COC=1C=NC(=NC1)NC1CCC(CC1)OC1=C2C=CC=NC2=CC(=N1)N1CCOCC1)=O)C